C(C=O)=O oxalic acid dihydride